5-{3-[(benzyloxy)methyl]-1-(5-bromopyridin-3-yl)cyclobutyl}-4-methyl-1,2,4-triazole-3-thiol C(C1=CC=CC=C1)OCC1CC(C1)(C=1C=NC=C(C1)Br)C=1N(C(=NN1)S)C